ClC(=O)N(C(CCCCCOC(CCC(OCCCCCC)OCCCCCC)=O)CCCCCOC(CCC(OCCCCCC)OCCCCCC)=O)CC1CCN(CC1)C [6-[chlorocarbonyl-[(1-methyl-4-piperidyl)methyl]amino]-11-(4,4-dihexoxybutanoyloxy)undecyl]4,4-dihexoxybutanoate